NCC(CCOCC1=CC=CC=C1)O 1-amino-4-(benzyloxy)butane-2-ol